N-(6-amino-5-methylpyridin-3-yl)-2-((2S,5R)-2-(3,4-difluorophenyl)-5-methyl-4-(1-(trifluoromethyl)cyclopropanecarbonyl)piperazin-1-yl)-2-oxoacetamide NC1=C(C=C(C=N1)NC(C(=O)N1[C@H](CN([C@@H](C1)C)C(=O)C1(CC1)C(F)(F)F)C1=CC(=C(C=C1)F)F)=O)C